BrC=1C=C(C=CC1)C=1N=C(SC1)N(/N=C/C1=C(C=C(C=C1)F)C(=O)O)C1CC1 (E)-4-(3-bromophenyl)-2-[1-cyclopropyl-2-(2-carboxy-4-fluorobenzylidene)hydrazino]thiazole